5-(4-fluorophenyl)-6-tetrahydropyran-3-yl-1H-pyrrolo[2,3-f]indazole FC1=CC=C(C=C1)N1C(=CC2=C1C=C1C=NNC1=C2)C2COCCC2